Ethyl (R)-4-(2-(4-chlorobenzamido)propanamido)benzoate ClC1=CC=C(C(=O)N[C@@H](C(=O)NC2=CC=C(C(=O)OCC)C=C2)C)C=C1